2-Chloro-4,6-bis[1,1':3',1'']terphenyl-5'-yl-1,3,5-triazine ClC1=NC(=NC(=N1)C=1C=C(C=C(C1)C1=CC=CC=C1)C1=CC=CC=C1)C=1C=C(C=C(C1)C1=CC=CC=C1)C1=CC=CC=C1